5-(2-phenylpropyl)1,1'-biphenyl perfluorobutanesulfonate FC(C(C(C(F)(F)F)(F)F)(F)F)(S(=O)(=O)O)F.C1(=CC=CC=C1)C(CC=1C=CC=C(C1)C1=CC=CC=C1)C